C(C1=CC=CC=C1)(=O)OCCC(C)OC(C1=CC=CC=C1)=O 1,3-Butylene glycol Dibenzoate